sodium tetraoxatetracosan-1-sulfonate O(OOOCCCCCCCCCCCCCCCCCCCC)S(=O)(=O)[O-].[Na+]